C(CC)N1C2=CC=C(C=C2SC=2C=C(C=CC12)C(C1=CC=CC=C1)(C)C)C(C1=CC=CC=C1)(C)C 10-propyl-3,7-bis(α,α-dimethylbenzyl)-10H-phenothiazine